3,6-dihydropyridin-1(2H)-carboxylate N1(CCC=CC1)C(=O)[O-]